C1(C=CC(N1C=1C=C(OC2=CC=C(C=C2)C(C)(C)C2=CC=C(C=C2)OC2=CC(=CC=C2)N2C(C=CC2=O)=O)C=CC1)=O)=O 2,2-bis[4-(3-maleimidophenoxy)phenyl]propane